FC(F)S Difluoromethylsulfan